4-chloro-5-cyanopyridin-2-amine ClC1=CC(=NC=C1C#N)N